2-(benzyloxy)propan-1-one C(C1=CC=CC=C1)OC(C=O)C